(4-(benzo[b]thiophen-4-yl)-1-(4-((2-oxo-1,2-dihydroquinolin-7-yl)oxy)butyl)piperazin-1-ium-1-yl)methyl tert-butyl phosphate P(=O)(OC[N+]1(CCN(CC1)C1=CC=CC=2SC=CC21)CCCCOC2=CC=C1C=CC(NC1=C2)=O)(OC(C)(C)C)[O-]